2-phenylaminomethylene-malonic acid diethyl ester C(C)OC(C(C(=O)OCC)=CNC1=CC=CC=C1)=O